BrC=1C=C(C=CC1F)NC(=NO)C1=NON=C1NCCN1N=NC(=C1)C1=CC=C(C=C1)C(C)(C)C N-(3-bromo-4-fluorophenyl)-N'-hydroxy-4-((2-(4-(4-tert-butylphenyl)-1H-1,2,3-triazol-1-yl)ethyl)amino)-1,2,5-oxadiazole-3-formamidine